2,6-dichloro-4-(1,1,3,3-tetramethylbutyl)phenoxy acetate C(C)(=O)OOC1=C(C=C(C=C1Cl)C(CC(C)(C)C)(C)C)Cl